exo-6-fluoro-N-[1-(4-fluorophenyl)cyclopropyl]-1,1a,2,7b-tetrahydrocyclopropa[c][1]benzopyran-1-carboxamide FC=1C=CC2=C(C3C(CO2)C3C(=O)NC3(CC3)C3=CC=C(C=C3)F)C1